C(#N)C1=NN(C=C1)[C@H]1[C@@H](CC1)C=1NC(C2=C(N1)N(N=C2C#N)[C@H](C)C=2C=NC(=CC2)C(F)(F)F)=O 6-((1R,2R)-2-(3-cyano-1H-pyrazol-1-yl)cyclobutyl)-4-oxo-1-((R)-1-(6-(trifluoromethyl)pyridin-3-yl)ethyl)-4,5-dihydro-1H-pyrazolo[3,4-d]pyrimidine-3-carbonitrile